6-fluoro-2-(2'-fluoro-[1,1'-biphenyl]-4-yl)-3-methyl-quinoline-4-carboxylic acid FC=1C=C2C(=C(C(=NC2=CC1)C1=CC=C(C=C1)C1=C(C=CC=C1)F)C)C(=O)O